N1C=CC2=CC(=CC=C12)N1N=C(N=C1)C(=O)N 1H-indol-5-yl-1H-1,2,4-triazole-3-carboxamide